C1CN(CCC12CCNCC2)C[C@@H]2C(CN(CC2)C(=O)OC(C)(C)C)(F)F Tert-butyl (R)-4-((3,9-diazaspiro[5.5]undecan-3-yl)methyl)-3,3-difluoropiperidine-1-carboxylate